5-bromo-3-hydroxy-1,3-dihydro-2-benzofuran-1-one BrC1=CC2=C(C(OC2O)=O)C=C1